tri(2,2,3-trimethyl-1-pentyl)citrate CC(CC(C(C(C(=O)[O-])(CC(C(CC)C)(C)C)CC(C(CC)C)(C)C)(O)C(=O)[O-])C(=O)[O-])(C(CC)C)C